(2S,4R)-1-[(2S)-2-(4-cyclopropyltriazol-1-yl)-3,3-dimethyl-butanoyl]-N-[(3,4-difluorophenyl)-(1-methylimidazol-2-yl)methyl]-4-hydroxy-pyrrolidine-2-carboxamide C1(CC1)C=1N=NN(C1)[C@H](C(=O)N1[C@@H](C[C@H](C1)O)C(=O)NC(C=1N(C=CN1)C)C1=CC(=C(C=C1)F)F)C(C)(C)C